C(\C=C/C=CCCCCCCCCCCCCC)(=O)O (Z)-octadeca-dienoic acid